thulium oxysulfide O=S.[Tm]